3-(1-oxo-6-(piperazin-1-yl)isoindol-2-yl)piperidine O=C1N(CC2=CC=C(C=C12)N1CCNCC1)C1CNCCC1